C(C1=CC=CC=C1)OC(=O)N1CC(C1)CN1C(=NC2=C1C(=CC(=C2)C(=O)OC)OC)C2=CC=1C(=NC=CC1)N2CC2CC2 methyl 1-((1-((benzyl oxy)carbonyl)azetidin-3-yl)methyl)-2-(1-(cyclopropylmethyl)-1H-pyrrolo[2,3-b]pyridin-2-yl)-7-methoxy-1H-benzo[d]imidazole-5-carboxylate